ClC1=C(C(=O)NC2=C(C=C(C=C2)F)F)C=CC=N1 2-chloro-3-N-(2,4-difluorophenyl)nicotinamide